1-((3-chloropyridin-2-yl)methyl)-1H-1,2,4-triazole-3-carboxylic acid ClC=1C(=NC=CC1)CN1N=C(N=C1)C(=O)O